N-(6-chloro-4-methoxypyridin-3-yl)-1-(5-fluoropyrimidin-4-yl)-4-(2-isopropylphenyl)piperidine-4-carboxamide ClC1=CC(=C(C=N1)NC(=O)C1(CCN(CC1)C1=NC=NC=C1F)C1=C(C=CC=C1)C(C)C)OC